[N+](=O)([O-])C1=NNC2=CC=CC=C12 Nitroazaindole